OC(C(C)CC(=O)N)C1=CC=CC=C1 (2-hydroxy-1-methyl-2-phenylethyl)acetamide